C(C)(C)(C)OC(N[C@@H]1[C@H](OCC(C1CO)O)C1=C(C=CC(=C1)F)F)=O N-[(2R,3S)-2-(2,5-difluorophenyl)-5-hydroxy-4-(hydroxymethyl)tetrahydropyran-3-yl]carbamic acid tert-butyl ester